CC1CCC(N(C1)C(C(=O)O)=O)C1=CC2=C(CC3(CCN(CC3)C)O2)C=C1 2-(5-Methyl-2-(1'-methyl-3H-spiro[benzofuran-2,4'-piperidin]-6-yl)piperidin-1-yl)-2-oxoacetic acid